(S)-N-(4-((4-((7-(2-amino-3-(thiazol-4-yl)propanamido)heptyl)oxy)phenyl)carbamoyl)benzyl)-N-cyclopropyl-3-oxo-3,4-dihydro-2H-benzo[b][1,4]oxazine-7-carboxamide 2,2,2-trifluoroacetate FC(C(=O)O)(F)F.N[C@H](C(=O)NCCCCCCCOC1=CC=C(C=C1)NC(=O)C1=CC=C(CN(C(=O)C=2C=CC3=C(OCC(N3)=O)C2)C2CC2)C=C1)CC=1N=CSC1